N(C(=N)N)CCCCC(=O)N 5-GUANIDINOPENTANAMIDE